(S)-5-Benzyl-N-(5-methyl-4-oxo-7-(1H-tetrazol-5-yl)-2,3,4,5-tetrahydrobenzo[b][1,4]oxazepin-3-yl)isoxazol-3-carboxamid C(C1=CC=CC=C1)C1=CC(=NO1)C(=O)N[C@@H]1C(N(C2=C(OC1)C=CC(=C2)C2=NN=NN2)C)=O